7-(3-(pyrrolidin-1-yl)propoxy)quinazolin-2-amine N1(CCCC1)CCCOC1=CC=C2C=NC(=NC2=C1)N